1-(2-fluorophenyl)-1,3-dihydro-2H-benzo[d]imidazol-2-one FC1=C(C=CC=C1)N1C(NC2=C1C=CC=C2)=O